C1(=CC=C(C=C1)C1CN(CCC1)C1CCCC1)C1=CC=CC=C1 3-([1,1'-biphenyl]-4-yl)-1-cyclopentylpiperidine